CC1=C(C(=CC=C1)C)C=1C=C2OC=3C=CC(=C(C(NC4=CC=CC(S(NC(N1)=N2)(=O)=O)=C4)=O)C3)N3CCCCC3 5-(2,6-Dimethylphenyl)-9,9-dioxo-18-(1-piperidyl)-2-oxa-9λ6-thia-6,8,15,23-tetraazatetracyclo[15.3.1.13,7.110,14]tricosa-1(21),3,5,7(23),10(22),11,13,17,19-nonaen-16-one